(furan-3-yl)-6-phenethyloxy-2-(pyridin-3-yl)-1H-inden-1-one O1C=C(C=C1)C1=C(C(C2=CC(=CC=C12)OCCC1=CC=CC=C1)=O)C=1C=NC=CC1